C(C)(=O)N[C@H]1C[C@@H]2CC[C@H]3[C@@H]4CC[C@H]([C@@H](CCCC(C)C)C)[C@]4(CC[C@@H]3[C@]2(CC1)C)C 3α-acetamido-5α-cholestane